C(C)N1C2=NC(=NC(=C2N=C1C1=CC=NC=C1)N1CCOCC1)C1=NNC2=C1CN(CC2)C 4-(9-ethyl-2-(5-methyl-4,5,6,7-tetrahydro-1H-pyrazolo[4,3-c]pyridin-3-yl)-8-(pyridin-4-yl)-9H-purin-6-yl)morpholine